C(C=C)NC(=O)C1=C(C(=CC=2N1N=CC2)C)NC(=O)C2=CC(=NN2C2=NC=CC=C2Cl)OCC(F)(F)F N-allyl-6-(1-(3-chloropyridin-2-yl)-3-(2,2,2-trifluoroethoxy)-1H-pyrazole-5-carboxamido)-5-methylpyrazolo[1,5-a]pyridine-7-carboxamide